4-amino-N-(2,3-dihydroxypropyl)-3-methoxybenzenesulfonamide NC1=C(C=C(C=C1)S(=O)(=O)NCC(CO)O)OC